2-ethyl-3-(2-propen-1-yl)oxirane C(C)C1OC1CC=C